N1(CCCCC1)CCC(=O)O piperidinpropionic acid